Cl.N1(CCCCC1)C1CCN(CC1)C(=O)OC=1C=C2C=C(NC2=CC1)C(=O)C=1OC2=C(C1)C=C(C=C2)NC(=O)NC2=NOC(=C2)C(C)(C)C 2-(5-(3-(5-(tert-butyl)isoxazol-3-yl)ureido)benzofuran-2-carbonyl)-1H-indol-5-yl [1,4'-bipiperidine]-1'-carboxylate Hydrochloride